CN1C(=NC2=C(C1=O)C=C(N=C2[C@@H](C)N[S@](=O)C(C)(C)C)C)C2=CC=CC=C2 (R)-N-((R)-1-(3,6-dimethyl-4-oxo-2-phenyl-3,4-dihydropyrido[3,4-d]pyrimidin-8-yl)ethyl)-2-methylpropane-2-sulfinamide